N-(3-(2-chloro-5-((1R,3R)-2,2-dichloro-3-(3,4-dichlorophenyl)cyclopropane-1-carboxamido)benzamido)-2,6-difluorophenyl)furan-2-carboxamide ClC1=C(C(=O)NC=2C(=C(C(=CC2)F)NC(=O)C=2OC=CC2)F)C=C(C=C1)NC(=O)[C@@H]1C([C@H]1C1=CC(=C(C=C1)Cl)Cl)(Cl)Cl